ClCC1=NC2=C(C(=CC=C2C(N1)=O)C#CC)C 2-(chloromethyl)-8-methyl-7-(prop-1-yn-1-yl)quinazolin-4(3H)-one